ClC=1C(=NC=CC1)N1N=C(C=C1C1=NC2=C(C(O1)=O)C=C(C=C2C)C(F)(F)F)C(F)(F)F 2-[2-(3-chloro-2-pyridyl)-5-(trifluoromethyl)pyrazol-3-yl]-8-methyl-6-(trifluoromethyl)-3,1-benzoxazin-4-one